C1(=CC=CC=C1)N(N=CC1=CC=C(C=C1)NC(C1=CC=CC=C1)C1=CC=CC=C1)C1=CC=CC=C1 4-(benzhydrylamino)benzaldehyde-N,N-diphenylhydrazone